5-bromo-N-[5-(2-fluoro-4-pyridyl)indan-4-yl]-2-(2-trimethylsilylethoxymethyl)-1,2,4-triazol-3-amine BrC=1N=C(N(N1)COCC[Si](C)(C)C)NC1=C2CCCC2=CC=C1C1=CC(=NC=C1)F